N-(4-(4-amino-1-methyl-7-(1-(tetrahydro-2H-pyran-4-yl)-1H-pyrazol-4-yl)-1H-pyrazolo[4,3-c]pyridin-3-yl)-2-(cyclohexylmethoxy)phenyl)-1,1-difluoromethane-sulfonamide NC1=NC=C(C2=C1C(=NN2C)C2=CC(=C(C=C2)NS(=O)(=O)C(F)F)OCC2CCCCC2)C=2C=NN(C2)C2CCOCC2